NC1=C2C(=NC=N1)N(N=C2C2=CC=C(C=C2)OC)C(C)C2=NC1=CC=C(C=C1C(N2C2CC2)=O)F 2-(1-(4-amino-3-(4-methoxyphenyl)-1H-pyrazolo[3,4-d]pyrimidin-1-yl)ethyl)-3-cyclopropyl-6-fluoroquinazolin-4(3H)-one